[Cu].[Al].[Zn] zinc-aluminum-copper